1,3-butanedisulfonate C(CC(C)S(=O)(=O)[O-])S(=O)(=O)[O-]